CN1N=C2CCCC(C2=C1)=O 2,5,6,7-tetrahydro-2-methyl-4H-indazol-4-one